COC(CC[C@@H]1N=C(C2=C(N=C1NCC(C)O)C=CC(=C2)Br)C2=NC=CC=C2)=O 3-((3S)-7-bromo-2-((2-hydroxypropyl)amino)-5-(pyridin-2-yl)-3H-benzo[e][1,4]diazepin-3-yl)propionic acid methyl ester